ClC1=CC(=C(C=N1)NC1=NC=CC=C1F)I N-(6-chloro-4-iodopyridin-3-yl)-3-fluoropyridin-2-amine